NC1=C(N=CC(=N1)N1CC2C(C2CC1)(C1=NC=CC=C1)CNC(OCC1=CC=CC=C1)=O)SC=1C(=NC=CC1)C(F)(F)F Benzyl ((3-(6-amino-5-((2-(trifluoromethyl)pyridin-3-yl)thio)pyrazin-2-yl)-7-(pyridin-2-yl)-3-azabicyclo[4.1.0]heptan-7-yl)methyl)carbamate